CN1N=CC(=C1)C1=CC=2N(N=C1)C(=CN2)N2CCN(CC2)C(=O)OC2=CC=C(C=C2)[N+](=O)[O-] 4-Nitrophenyl 4-[7-(1-methyl-1H-pyrazol-4-yl)imidazo[1,2-b]pyridazin-3-yl]piperazine-1-carboxylate